COC1=CC=C(CN(C2=NC=CC(=N2)N[C@H](CC)CCC)CC2=CC=C(C=C2)OC)C=C1 (R)-2-(Bis(4-methoxybenzyl)amino)-4-(hexan-3-ylamino)pyrimidin